(E)-5'-hydroxy-1-methyl-[3,3'-biindolinylidene]-2,2'-dione OC=1C=C2/C(/C(NC2=CC1)=O)=C/1\C(N(C2=CC=CC=C12)C)=O